5-[2-cyclopropyl-5-(morpholin-4-yl)-[1,2,4]triazolo[1,5-a]pyridin-7-yl]-2-fluoro-4-methylbenzoic acid C1(CC1)C1=NN2C(C=C(C=C2N2CCOCC2)C=2C(=CC(=C(C(=O)O)C2)F)C)=N1